FC=1C=C2CCN[C@@H](C2=CC1)C (R)-6-Fluoro-1-methyl-1,2,3,4-tetrahydroisoquinoline